C1(=CC=CC=C1)C1=C(C(=C2C(=C1)N=C1C=CC3=C4C=CC=CC4=NC3=C12)C1=C(C=CC=C1)C1=CC=CC2=CC=CC=C12)C1=CC=CC=C1 Di(phenyl)(naphthylphenyl)indolocarbazole